1-(3-Trifluoromethoxybenzyl)-1H-indazole-6-carboxylic acid hydroxyamide ONC(=O)C1=CC=C2C=NN(C2=C1)CC1=CC(=CC=C1)OC(F)(F)F